di-n-hexyl-aluminum n-butoxide [O-]CCCC.C(CCCCC)[Al+]CCCCCC